4-amino-5-(5-(4-methylpiperazin-1-yl)-1H-benzo[d]imidazol-2-yl-4,6-d2)thieno[2,3-b]pyridin-6(7H)-one-2-d NC=1C2=C(NC(C1C1=NC3=C(N1)C=C(C(=C3[2H])N3CCN(CC3)C)[2H])=O)SC(=C2)[2H]